2-(3-(((tert-Butyldimethylsilyl)oxy)methyl)pyridin-2-yl)acetic acid ethyl ester C(C)OC(CC1=NC=CC=C1CO[Si](C)(C)C(C)(C)C)=O